CC1=NNC(=C1N(C(\C=C\C1=CC=C(C=C1)C)=O)CC=1SC=CC1)C (E)-N-(3,5-dimethyl-1H-pyrazol-4-yl)-N-(thiophen-2-ylmethyl)-3-p-tolylacrylamide